N1=CN=C(C=2NC=3N(C12)C=COC3)N [1,4]oxazino[4,3-e]purin-4-amine